C(C)SC1=NN=NN1 5-(ethylthio)tetrazole